1-(5-Fluoropyridin-2-yl)-7-methoxy-3-methyl-8-(1-methyl-1H-pyrazol-4-yl)-1,3-dihydroimidazo[4,5-c]-quinolin-2-one FC=1C=CC(=NC1)N1C(N(C=2C=NC=3C=C(C(=CC3C21)C=2C=NN(C2)C)OC)C)=O